FC1=C2C=CN(C2=C(C=C1)C)C=1NC(=CN1)C1CCN(CC1)C 4-fluoro-7-methyl-N-(5-(1-methylpiperidin-4-yl)-1H-imidazol-2-yl)-1H-indole